Diethyl(3-(dibenzylamino)propyl)phosphonate C(C)OP(OCC)(=O)CCCN(CC1=CC=CC=C1)CC1=CC=CC=C1